[Li+].C(C)(=O)NC=1N=C2N(N=C(C=C2)C=2C(=NC=C(C(=O)[O-])C2)C)C1 5-(2-Acetamidoimidazo[1,2-b]pyridazin-6-yl)-6-methylnicotinic acid, lithium salt